(1H-imidazol-1-yl)-2-(4-methoxybenzyl)-2H-pyrazolo[4,3-d]pyrimidin-7(6H)-one N1(C=NC=C1)C=1N(N=C2C1N=CNC2=O)CC2=CC=C(C=C2)OC